2-methyl-2-[5-methyl-6-(1,3-oxazol-2-yl)-2,4-dioxo-1-[(2R)-2-(2-oxopropoxy)-2-phenylethyl]-1H,2H,3H,4H-thieno[2,3-d]pyrimidin-3-yl]propionic acid CC(C(=O)O)(C)N1C(N(C2=C(C1=O)C(=C(S2)C=2OC=CN2)C)C[C@@H](C2=CC=CC=C2)OCC(C)=O)=O